5-(2-chlorophenyl)-1,1,4,4-tetramethyl-1,2,3,4-tetrahydroanthracene ClC1=C(C=CC=C1)C1=C2C=C3C(CCC(C3=CC2=CC=C1)(C)C)(C)C